3-(2-hydroxyethylamino)-5,5-dimethyl-2-cyclohexen-1-one OCCNC1=CC(CC(C1)(C)C)=O